5-amino-[1H]-tetrazole monohydrate O.NC1=NN=NN1